C1(CC1)C#CC(=O)C1=CSC=C1 3-cyclopropyl-1-(thiophen-3-yl)prop-2-yn-1-one